ResorcinolDiphthalonitrile C=1(O)C(=C(O)C(=CC1)C=1C=CC=C(C1C#N)C#N)C=1C=CC=C(C1C#N)C#N